(2-chloro-3-methoxypyridin-4-yl)boronic acid ClC1=NC=CC(=C1OC)B(O)O